ethyl 5-chloro-2-(2-ethoxypyridin-3-yl)thiazole-4-carboxylate ClC1=C(N=C(S1)C=1C(=NC=CC1)OCC)C(=O)OCC